tert-butyl (2-isothiocyanato (trifluoromethyl)pyridin-3-yl)(methyl)carbamate N(=C=S)C1=NC=CC(=C1N(C(OC(C)(C)C)=O)C)C(F)(F)F